Pivaloyl chlorid C(C(C)(C)C)(=O)Cl